methyl 1-(4-(methoxycarbonyl)-2-nitrophenyl)-3-methyl-1H-pyrrole-2-carboxylate COC(=O)C1=CC(=C(C=C1)N1C(=C(C=C1)C)C(=O)OC)[N+](=O)[O-]